ClC1=C(C(=CC=C1)Cl)N1CC(C1)C1=CC=C(C=C1)C(C)(C)N1CCC(CC1)C(=O)OC methyl 1-(2-(4-(1-(2,6-dichlorophenyl)azetidin-3-yl)phenyl)propan-2-yl)piperidine-4-carboxylate